C(\C=C\C)(=O)N (2E)-2-butenamide